C1(=CC=CC=C1)C1=NN=C(O1)C1=CC=C(C=C1)B(O)O (4-(5-phenyl-1,3,4-oxadiazol-2-yl)phenyl)boronic acid